N-(pyrimidin-4-ylmethyl)pyrrolo[2,1-f][1,2,4]triazin-4-amine N1=CN=C(C=C1)CNC1=NC=NN2C1=CC=C2